4-bromo-2-[3-(3,5-dibromophenyl)ureido]-N-(2-hydroxy-ethyl)benzamide BrC1=CC(=C(C(=O)NCCO)C=C1)NC(=O)NC1=CC(=CC(=C1)Br)Br